CC1=C(SC=C1)C(=O)[O-].CC(C[Sn+](CC(C)(C)C1=CC=CC=C1)CC(C)(C)C1=CC=CC=C1)(C)C1=CC=CC=C1 tri(2-methyl-2-phenylpropyl)tin 3-methyl-thiophene-2-formate